N-ethyl-3-methoxy-4-((3-(4-(((1S,4S)-4-morpholinocyclohexyl)amino)-1-(2,2,2-trifluoroethyl)-1H-indol-2-yl)prop-2-yn-1-yl)amino)benzamide C(C)NC(C1=CC(=C(C=C1)NCC#CC=1N(C2=CC=CC(=C2C1)NC1CCC(CC1)N1CCOCC1)CC(F)(F)F)OC)=O